1-Dodecyl-2-propylpyrrolium triflat [O-]S(=O)(=O)C(F)(F)F.C(CCCCCCCCCCC)[NH+]1C(=CC=C1)CCC